(1R,3R)-3-[(7S)-2-[(S)-(4-chlorophenyl)(hydroxy)methyl]-6-(methoxycarbonyl)-7-methyl-3H,6H,7H,8H,9H-imidazo[4,5-f]quinolin-3-yl]cyclohexane-1-carboxylic acid ClC1=CC=C(C=C1)[C@@H](C=1N(C=2C(=C3CC[C@@H](N(C3=CC2)C(=O)OC)C)N1)[C@H]1C[C@@H](CCC1)C(=O)O)O